N1(CCCCC1)CCCNC(=O)C1=CC2=C(N3C(S2)=NC(=C3)C3=CC=C(CNC(OCCCC)=O)C=C3)C=C1 butyl (4-(7-((3-(piperidin-1-yl)propyl)carbamoyl)benzo[d]imidazo[2,1-b]thiazol-2-yl)benzyl)carbamate